C(CCC)OC(=O)NCCCN(CCCCCCCC(=O)OC(CCCCCCCC)CCCCCCCC)CCCCCCOC(=O)OCCCCCCCCC heptadecan-9-yl 8-((3-((butoxycarbonyl)amino)propyl)(6-(((nonyloxy)carbonyl)oxy)hexyl)amino)octanoate